4-fluoro-1-[3-(6-methylpyridin-3-yl)propionyl]-N-{phenyl-[4-(prop-2-yl)phenyl]methyl}pyrrolidine-2-carboxamide FC1CC(N(C1)C(CCC=1C=NC(=CC1)C)=O)C(=O)NC(C1=CC=C(C=C1)C(C)C)C1=CC=CC=C1